[7-[(5-fluoro-2-pyridyl)methyl]-2-azaspiro[3.5]nonan-2-yl]-[6-[6-(trifluoromethyl)-3-pyridyl]-2-azaspiro[3.3]heptan-2-yl]methanone FC=1C=CC(=NC1)CC1CCC2(CN(C2)C(=O)N2CC3(C2)CC(C3)C=3C=NC(=CC3)C(F)(F)F)CC1